ethoxyquinazolin C(C)OC1=NC2=CC=CC=C2C=N1